2-methoxybut-1-ene COC(=C)CC